C(CCCCCCCCCCCCCCCCC)C1(C(C(=C(C(=C1CC1=CC(=C(C(=C1)C(C)(C)C)O)C(C)(C)C)C)CC1=CC(=C(C(=C1)C(C)(C)C)O)C(C)(C)C)C)CC1=CC(=C(C(=C1)C(C)(C)C)O)C(C)(C)C)C octadecyl-1,3,5-trimethyl-2,4,6-tris(3,5-di-tert-butyl-4-hydroxybenzyl)benzene